tert-butyl (R)-3-((S)-3-(6-(aminomethyl)-1-methyl-1H-benzo[d]imidazol-2-yl)-1-(tert-butoxy)-1-oxopropane-2-yl)pyrrolidine-1-carboxylate NCC=1C=CC2=C(N(C(=N2)C[C@H](C(=O)OC(C)(C)C)[C@@H]2CN(CC2)C(=O)OC(C)(C)C)C)C1